C12COCCC2(C1)C1=NC=CC(=C1[N+](=O)[O-])C1=CC=CC=C1 (±)-2-(3-oxabicyclo[4.1.0]heptan-6-yl)-3-nitro-4-phenylpyridine